(2R,4S)-4-hydroxy-1-[(2S)-2-[4-(2-hydroxy-3,3-dimethyl-butyl)triazol-1-yl]-3,3-dimethyl-butanoyl]-N-methyl-pyrrolidine-2-carboxamide O[C@H]1C[C@@H](N(C1)C([C@H](C(C)(C)C)N1N=NC(=C1)CC(C(C)(C)C)O)=O)C(=O)NC